ClC=1C=NN(C1C(NC1=NC=C(C=C1C)C#CC1=CC=CC=C1)=O)[C@H]1CN(CC1)C(=O)OC(C)(C)C tert-butyl (R)-3-(4-chloro-5-((3-methyl-5-(phenylethynyl)pyridin-2-yl)carbamoyl)-1H-pyrazol-1-yl)pyrrolidine-1-carboxylate